methyl 4-(2,2,2-trifluoro-1-(2-(4-methoxybenzyl)-1-oxo-1,2-dihydrophthalazin-5-yl)ethoxy)butanoate FC(C(OCCCC(=O)OC)C1=C2C=NN(C(C2=CC=C1)=O)CC1=CC=C(C=C1)OC)(F)F